ClC(OC1=CC=C(C=C1)NC(=O)C1=CC(=C2C(=C1)NC(C21CCN(CC1)C)=O)C1=CC=NN1)(F)F N-(4-(chlorodifluoromethoxy)phenyl)-1'-methyl-2-oxo-4-(1H-pyrazol-5-yl)spiro[indoline-3,4'-piperidine]-6-carboxamide